FC1=C(C=C(C=C1)CC1=NNC(C2=CC=CC=C12)=O)C1=CC2=C(NC(=N2)NC(N(C)C)=O)C=C1 3-(5-(2-Fluoro-5-((4-oxo-3,4-dihydrophthalazin-1-yl)methyl)phenyl)-1H-benzoimidazol-2-yl)-1,1-dimethylurea